IC=1C=CC(=NC1)N[C@@H]1C[C@H](CC1)NC1=NC=CC=N1 (1S,3S)-N1-(5-iodopyridin-2-yl)-N3-(pyrimidin-2-yl)cyclopentane-1,3-diamine